C(=O)O.NC1=CN=NC2=CC(=CC=C12)C=1C(=CC(=C(C1)B(O)O)OC)C=1OC(=CN1)C [5-(4-aminocinnolin-7-yl)-2-methoxy-4-(5-methyloxazol-2-yl)phenyl]boronic acid formic acid salt